3-(2-hydroxy-3-bicyclo[4.2.0]octa-1(6),2,4-trienyl)-6-[[(3R)-1-(2-hydroxyethyl)-3-piperidyl]amino]-4-methyl-1,2,4-triazin-5-one OC=1C=2CCC2C=CC1C1=NN=C(C(N1C)=O)N[C@H]1CN(CCC1)CCO